[Al].CC1=NC2=C(C=CC(=C2C=C1)C(F)(F)F)O.CC1=NC2=C(C=CC(=C2C=C1)C(F)(F)F)O bis(2-methyl-5-trifluoromethyl-8-hydroxyquinoline) aluminum